2-(p-isopropyl-phenyl-phenoxy)-ethyl acrylate C(C=C)(=O)OCCOC1=C(C=C(C=C1)C(C)C)C1=CC=CC=C1